C(C(C)C)C1=CC=C(C=C1)C(\C=C\C1=CC=CC=C1)=O (E)-1-(4-isobutylphenyl)-3-phenylprop-2-en-1-one